(2S,3R)-1-[2-(1,3-benzothiazole-6-sulfonyl)-2H,4H,5H,6H-pyrrolo[3,4-c]pyrazol-5-yl]-3-hydroxy-2-phenylbutan-1-one S1C=NC2=C1C=C(C=C2)S(=O)(=O)N2N=C1C(=C2)CN(C1)C([C@H]([C@@H](C)O)C1=CC=CC=C1)=O